N-[3-[2-(difluoromethoxy)-5-[4-[[rac-(3R)-3-(hydroxymethyl)pyrrolidin-1-yl]methyl]phenoxy]phenyl]-1-methyl-pyrazol-4-yl]pyrazolo[1,5-a]pyrimidine-3-carboxamide FC(OC1=C(C=C(C=C1)OC1=CC=C(C=C1)CN1C[C@@H](CC1)CO)C1=NN(C=C1NC(=O)C=1C=NN2C1N=CC=C2)C)F |r|